pyrazole-1,5-dicarboxylate N1(N=CC=C1C(=O)[O-])C(=O)[O-]